ClC1=CC=C(C=C1)[C@@H]1CN(CC1)C(=O)C1=CC=C(C=C1)OC[C@@H](CN1N=CN=N1)O ((R)-3-(4-chlorophenyl)pyrrolidin-1-yl)(4-((R)-2-hydroxy-3-(2H-tetrazol-2-yl)propoxy)phenyl)methanone